3-(allyl-sulfamoyl)-benzoic acid C(C=C)NS(=O)(=O)C=1C=C(C(=O)O)C=CC1